5-(3-methoxyphenyl)-N-(3-(2-morpholinopropyl)-1,2,4-thiadiazol-5-yl)furan-3-carboxamide COC=1C=C(C=CC1)C1=CC(=CO1)C(=O)NC1=NC(=NS1)CC(C)N1CCOCC1